CC1N(C(CN(C1)C1=NNC(=C1)C)C)C(=O)OC(C)(C)C tert-butyl 2,6-dimethyl-4-(5-methyl-1H-pyrazol-3-yl)piperazine-1-carboxylate